BrCC1=C(N=CS1)C(=O)OCC ethyl 5-(bromomethyl)thiazole-4-carboxylate